sodium m-nitrophenol [N+](=O)([O-])C=1C=C(C=CC1)O.[Na]